oxalic acid dysprosium [Dy].C(C(=O)O)(=O)O